C(C)(C)(C)OC(=O)N(C1=NN2C(C=CC(=C2)C2(CC2)C#N)=C1S(=O)(=O)CC)CC1=NC=C(C=C1C(=O)OCC)C(F)(F)F ethyl 2-[[tert-butoxycarbonyl-[6-(1-cyanocyclopropyl)-3-ethylsulfonyl-pyrazolo[1,5-a]pyridin-2-yl]amino]methyl]-5-(trifluoromethyl)pyridine-3-carboxylate